ClC1(C(N(CCC1)C1=CC=C(C=C1)NC1CCCC1)=O)Cl 3,3-dichloro-1-(4-cyclopentylaminophenyl)-2-piperidone